O1C(CCC1)OCCCCO 4-[(tetrahydro-2-furanyl)oxy]-1-butanol